(4-(6-(6-(difluoromethyl)imidazo[1,2-b]pyridazin-3-yl)pyrimidin-4-yl)-1-methylpiperazin-2-yl)methanesulfonamide FC(C=1C=CC=2N(N1)C(=CN2)C2=CC(=NC=N2)N2CC(N(CC2)C)CS(=O)(=O)N)F